FC1=CC(=C(C=C1C(NCC1=C(C=C(C=C1)OC(F)(F)F)F)=O)NC(=O)C1=CN=C(S1)C)C N-[4-fluoro-5-[[2-fluoro-4-(trifluoromethoxy)phenyl]methylcarbamoyl]-2-methylphenyl]-2-methyl-1,3-thiazole-5-carboxamide